FC=1C=C(C=C(C1)F)C=1C=CC=C2C(=C(N3C(C12)=NC=N3)C(=O)NCC(=O)OCC)O ethyl (10-(3,5-difluorophenyl)-6-hydroxy-[1,2,4]triazolo[5,1-a]isoquinoline-5-carbonyl)glycinate